(2,6-Dichloropyridin-4-yl)methyl ethyl-L-alaninate hydrochloride Cl.C(C)N[C@@H](C)C(=O)OCC1=CC(=NC(=C1)Cl)Cl